C[C@H]1O[C@@H](CN(C1)C1=CC=C(C=C1)N1N=CC2=CC(=C(C(=C12)F)O)F)C 1-(4-((2R,6R)-2,6-Dimethylmorpholino)phenyl)-5,7-difluoro-1H-indazol-6-ol